(2R,5S)-2,5-Dimethyl-1-((4-(trifluoromethyl)phenyl)(5-(trifluoromethyl)pyridin-2-yl)methyl)piperazine hydrochloride Cl.C[C@H]1N(C[C@@H](NC1)C)C(C1=NC=C(C=C1)C(F)(F)F)C1=CC=C(C=C1)C(F)(F)F